5-(8-chloro-1,2,3,4-tetrahydronaphthalen-2-yl)-2-(2-chlorophenyl)-4,4-dimethyl-4,5,6,7-tetrahydro-3H-imidazo[4,5-c]pyridine ClC=1C=CC=C2CCC(CC12)N1C(C2=C(CC1)N=C(N2)C2=C(C=CC=C2)Cl)(C)C